FC(CNC1=C(C#N)C=C(C=C1)C1=NC(=NO1)C=1C=C2CCC(NC2=CC1)=O)=C 2-[(2-fluoroprop-2-en-1-yl)amino]-5-[3-(2-oxo-1,2,3,4-tetrahydroquinolin-6-yl)-1,2,4-oxadiazol-5-yl]benzonitrile